CC=1N=NC(=CC1)OC1=CC=NC=C1 3-methyl-6-(pyridin-4-yloxy)pyridazine